(Z)-1-phenyl-2,3-dihydroquinolin-4(1H)-one O-tosyl oxime S(=O)(=O)(C1=CC=C(C)C=C1)O\N=C/1\CCN(C2=CC=CC=C12)C1=CC=CC=C1